2-bromo-6-fluoro-1H-indole-3-carbonitrile BrC=1NC2=CC(=CC=C2C1C#N)F